O1C(CC1)CN1C=NC2=C1C=CC=C2 1-(oxetan-2-ylmethyl)-1H-benzo[d]imidazol